3-(2-cyanoprop-2-yl)benzamide C(#N)C(C)(C)C=1C=C(C(=O)N)C=CC1